N[C@H]1[C@@H](COC1)NC(OC(C)(C)C)=O tert-butyl ((trans)-4-aminotetrahydrofuran-3-yl)carbamate